B(O)(O)N[C@@H](CC1=CNC2=CC=CC=C12)C(=O)O boronotryptophan